COC1=C(C=CC(=C1)CN1[C@H]2CN([C@@H](C1)C2)C)CN2N=C(C=1N=C(N=C(C12)NCC1=NOC(=C1)C)N)C 1-[(2-methoxy-4-{[(1R,4R)-5-methyl-2,5-diazabicyclo[2.2.1]-heptan-2-yl]methyl}phenyl)-methyl]-3-methyl-N7-[(5-methyl-1,2-oxazol-3-yl)methyl]-1H-pyrazolo[4,3-d]pyrimidine-5,7-diamine